C(CCCCCCCCC)C1=NNC=N1 3-decyl-1H-1,2,4-triazole